3-chloro-N-[rac-(1R,2R)-2-(2,4-difluorophenyl)cyclobutyl]pyridazine-4-carboxamide ClC=1N=NC=CC1C(=O)N[C@H]1[C@H](CC1)C1=C(C=C(C=C1)F)F |r|